6-fluoro-2-(4'-phenoxy-[1,1'-biphenyl]-4-yl)quinoline-4-carboxylic acid FC=1C=C2C(=CC(=NC2=CC1)C1=CC=C(C=C1)C1=CC=C(C=C1)OC1=CC=CC=C1)C(=O)O